3-methyl-1,3-benzoxazol CN1COC2=C1C=CC=C2